5-methoxybenzo[b]thiophene-6-carbonitrile COC1=CC2=C(SC=C2)C=C1C#N